FC1=CC2=C(C=CO2)C=C1CC(C)NC 1-(6-fluorobenzofuran-5-yl)N-methylpropan-2-amine